C1(CC1)NC(=O)C1=CC2=C(SC=C2C2C(=C(NC(=C2C(C)=O)C)C)C(C)=O)C=C1 N-Cyclopropyl-3-(3,5-diacetyl-2,6-dimethyl-1,4-dihydropyridin-4-yl)benzo[b]thiophen-5-carboxamid